3-(5-((3-((4'-chloro-[1,1'-biphenyl]-2-yl)methyl)-3,6-diazabicyclo[3.1.1]heptan-6-yl)methyl)-4-fluoro-1-oxoisoindolin-2-yl)piperidine-2,6-dione ClC1=CC=C(C=C1)C1=C(C=CC=C1)CN1CC2N(C(C1)C2)CC=2C(=C1CN(C(C1=CC2)=O)C2C(NC(CC2)=O)=O)F